2-((1r,2s)-1-(3-cyanopyridin-4-yl)-1-(1-methyl-1H-pyrazol-4-yl)propan-2-yl)-5-hydroxy-N-(isoxazol-4-yl)-1-methyl-6-oxo-1,6-dihydropyrimidine-4-carboxamide C(#N)C=1C=NC=CC1[C@@H]([C@H](C)C=1N(C(C(=C(N1)C(=O)NC=1C=NOC1)O)=O)C)C=1C=NN(C1)C